CN1C=C(N=C1)C[C@@H](C(=O)O)N The molecule is a L-histidine derivative in which the methyl group is at N(tele)-position. It has a role as a human metabolite. It is a L-histidine derivative and a non-proteinogenic L-alpha-amino acid.